C(=O)C1=C(C=CC=C1)C=O 1,2-diformylbenzene